deoxyribose 5-phosphate C1[C@@H]([C@H](O[C@H]1O)COP(=O)(O)O)O